[N+](=O)([O-])C1=CC(=C(OC2=CC=C(C=C2)OC2=C(C=C(C=C2)[N+](=O)[O-])C(F)(F)F)C=C1)C(F)(F)F 1,4-bis(4-nitro-2-trifluoromethylphenoxy)benzene